ClC(C(=O)OCCF)=C monofluoroethyl α-chloroacrylate